C(#N)C(C)[N+]1=C(NC=C1)C1=CC=CC=C1 1-cyanoethyl-2-phenyl-imidazolium